OC1=C(C=CC(=O)OC(C=CC2=C(C=CC=C2)O)=O)C=CC=C1 2-hydroxycinnamic anhydride